NCC=1C(=NC(NC1)=O)N 5-aminomethylcytosine